2-hydroxy-4-(4-methyl-2,5-dioxoimidazolidin-4-yl)benzoic acid OC1=C(C(=O)O)C=CC(=C1)C1(NC(NC1=O)=O)C